N-(6-(3,4'-difluoro-[1,1'-biphenyl]-4-yl)quinolin-4-yl)benzo[d]thiazol-5-amine FC=1C=C(C=CC1C=1C=C2C(=CC=NC2=CC1)NC=1C=CC2=C(N=CS2)C1)C1=CC=C(C=C1)F